ONC(C(=O)OCC)=N ethyl 2-(hydroxyamino)-2-iminoacetate